FC(N1N=CC=C1CN1[C@@](CCN2C1=NC(=CC2=O)N2[C@@H](COCC2)C)(C(F)(F)F)C)F (S)-9-(2-Difluoromethyl-2H-pyrazol-3-ylmethyl)-8-methyl-2-((R)-3-methylmorpholin-4-yl)-8-trifluoromethyl-6,7,8,9-tetrahydro-pyrimido[1,2-a]-pyrimidin-4-one